Cl.N[C@H]1[C@@H](CCCC1)O (1R,2R)-2-aminocyclohexan-1-ol, hydrochloride